C(C)(C)(C)OC(=O)NCC1=C(C(=O)O)C(=CC=C1)C 2-(((tert-butoxycarbonyl)amino)methyl)-6-methylbenzoic acid